BrC1=C(C(=C(C(=C1C)C)O)C)C 4-bromo-2,3,5,6-tetramethylphenol